2-ethyl-Imidazole C(C)C=1NC=CN1